C(C)(C)C1=CC=CC=2C3=C(OC21)C(=CC=C3)C3=NC=CC(=C3)C(C)C 2-(6-isopropyldibenzo[b,d]furan-4-yl)-4-isopropylpyridine